C([C@@H](C(=O)[O-])[NH3+])C(=O)[O-] The molecule is an aspartate(1-) that is the conjugate base of L-aspartic acid. It has a role as a human metabolite and a fundamental metabolite. It is an aspartate(1-) and a polar amino acid zwitterion. It is a conjugate base of a L-aspartic acid. It is a conjugate acid of a L-aspartate(2-). It is an enantiomer of a D-aspartate(1-).